ClC(CC1CC1)C1=CC=C(C=C1)[C@H](C)NC(C(F)(F)F)=O N-[(1S)-1-[4-(1-Chloro-2-cyclopropyl-ethyl)phenyl]ethyl]-2,2,2-trifluoro-acetamide